O(C1=C(C=CC2=CC=C(C=C12)O)O)C1=C(C=CC2=CC=C(C=C12)O)O 1,1'-oxybis(2,7-naphthalenediol)